N-(2,6-difluorophenyl)carboxamide FC1=C(C(=CC=C1)F)NC=O